N1(N=CC=C1)C1=C(CNC2=C3N=CN(C3=NC(=N2)N2CCC(CC2)CN(C)C)C(C)C)C=CC=C1 N-(2-(1H-pyrazol-1-yl)benzyl)-2-(4-((dimethylamino)methyl)piperidin-1-yl)-9-isopropyl-9H-purin-6-amine